C(C)C1=C(C=C(C(=C1)O)F)C1=CC=C2C(=NNC2=C1)C=1NC=C(N1)CNC(OC)=O methyl ((2-(6-(2-ethyl-5-fluoro-4-hydroxyphenyl)-1H-indazol-3-yl)-1H-imidazol-4-yl)methyl)carbamate